2,2-diallylpyrrolidine C(C=C)C1(NCCC1)CC=C